(E)-3-(9-methyl-9H-carbazole-3-yl)-2-phenyl-acrylonitrile CN1C2=CC=CC=C2C=2C=C(C=CC12)/C=C(/C#N)\C1=CC=CC=C1